C(#N)C=1C=C(C=C(C1)OCCO)C1=NN(C(C2=C1OC=C2)=O)CC(=O)N(CC)C2=CC1=C(OC(O1)(F)F)C=C2 2-(7-(3-cyano-5-(2-hydroxyethoxy)phenyl)-4-oxofuro[2,3-d]pyridazin-5(4H)-yl)-N-(2,2-difluorobenzo[d][1,3]dioxol-5-yl)-N-ethylacetamide